1H-imidazol-2-ylazetidin-3-ol N1C(=NC=C1)N1CC(C1)O